8-cyano-2-(imidazol-1-yl)-N-[(trans)-4-methoxycyclohexyl]quinazoline-4-carboxamide C(#N)C=1C=CC=C2C(=NC(=NC12)N1C=NC=C1)C(=O)N[C@@H]1CC[C@H](CC1)OC